2-hydroxy-3-methyl-5-(4,4,5,5-tetramethyl-1,3,2-dioxaborolan-2-yl)benzaldehyde OC1=C(C=O)C=C(C=C1C)B1OC(C(O1)(C)C)(C)C